COC1(CC(C1)C)C=1C(=NC=CC1)C1(C=NNC1)S(=O)(=O)N 4-((1-Methoxy-3-Methylcyclobutyl)Pyridin-2-yl)-1H-Pyrazole-4-Sulfonamide